6,8-dihydroxyoctanoate OC(CCCCC(=O)[O-])CCO